tert-butyl N-[3-ethylsulfanyl-6-(trifluoromethyl)pyrazolo[1,5-a]pyridin-2-yl]carbamate C(C)SC=1C(=NN2C1C=CC(=C2)C(F)(F)F)NC(OC(C)(C)C)=O